ClC=1C=CC(=C(C(=O)NC=2C(=NC(=CC2)OC)CC)C1)NC1=C(C=C(C=C1)F)C(C)C 5-chloro-N-(2-ethyl-6-methoxypyridin-3-yl)-2-((4-fluoro-2-isopropylphenyl)amino)benzamide